OC1=NC=C(N=C1Cl)Br 2-Hydroxy-3-chloro-5-bromopyrazine